S1N=CC=C1CC=1OC2=C(N(C=3C(N(N=CC32)CC3=NC(=CC=C3)C)=O)C)N1 2-(isothiazol-5-ylmethyl)-4-methyl-6-((6-methylpyridin-2-yl)methyl)-4,6-dihydro-5H-oxazolo[5',4':4,5]pyrrolo[2,3-d]pyridazin-5-one